ClC1=NN(C=C1C1=NC=CC(=N1)NC=1N=CC2=C(C=CC(=C2C1)C(C)C)N1[C@@H]([C@H](C1)CS(=O)(=O)C)C)C1CC(C1)=O 3-(3-Chloro-4-(4-((5-isopropyl-8-((2R,3S)-2-methyl-3-((methanesulfonyl)methyl)azetidin-1-yl)isoquinolin-3-yl)amino)pyrimidin-2-yl)-1H-pyrazol-1-yl)cyclobutan-1-one